1-((1-acetylpiperidin-4-yl)methyl)-4-chloro-N-(5-((3-fluorophenyl)ethynyl)-3-methylpyridin-2-yl)-1H-pyrazole-5-carboxamide C(C)(=O)N1CCC(CC1)CN1N=CC(=C1C(=O)NC1=NC=C(C=C1C)C#CC1=CC(=CC=C1)F)Cl